(E)-7-[2,6-diisopropyl-4-(4-fluorophenyl)-5-hexyloxymethyl-pyrid-3-yl]-3,5-dihydroxy-hept-6-enoate C(C)(C)C1=NC(=C(C(=C1/C=C/C(CC(CC(=O)[O-])O)O)C1=CC=C(C=C1)F)COCCCCCC)C(C)C